3-(5-(1,3,4-oxadiazol-2-yl)pyridin-3-yl)-4-methoxyphenyl (cyclohexylmethyl)carbamate C1(CCCCC1)CNC(OC1=CC(=C(C=C1)OC)C=1C=NC=C(C1)C=1OC=NN1)=O